FC=1C=C(CC2=C(OC=C2)C(=O)NC2CCN(CC2)CCC2=CC=CC=C2)C=CC1 (3-Fluorobenzyl)-N-(1-phenethylpiperidin-4-yl)-2-furamide